4-((8-(nonyloxy)-8-oxooctyl)(8-(octadecan-9-yloxy)-8-oxooctyl)amino)butanoic acid C(CCCCCCCC)OC(CCCCCCCN(CCCC(=O)O)CCCCCCCC(=O)OC(CCCCCCCC)CCCCCCCCC)=O